n-methyl-{5-[di(tert-butyl)(fluoro)silyl]-4-methoxy-2-pyridinyl}amine CNC1=NC=C(C(=C1)OC)[Si](F)(C(C)(C)C)C(C)(C)C